NCC1(CC1)C#N 1-(aminomethyl)cyclopropane-1-carbonitrile